benzene-1,3,5-triyltris((1-isobutyl-4,4-dimethyl-1,4,5,6-tetrahydropyridin-3-yl)methanone) C1(=CC(=CC(=C1)C(=O)C1=CN(CCC1(C)C)CC(C)C)C(=O)C1=CN(CCC1(C)C)CC(C)C)C(=O)C1=CN(CCC1(C)C)CC(C)C